C(C)OC(CCC(=O)C1=CC2=C(S1)C=C(C=1CCCC12)OC)=O 4-(5-methoxy-7,8-dihydro-6H-indeno[5,4-b]thiophen-2-yl)-4-oxobutanoic acid ethyl ester